(2S,4R)-1-((S)-2-(1-fluorocyclopropane-1-carboxamido)-3,3-dimethylbutanoyl)-N-(2-((4-formylbenzyl)oxy)-4-(4-methylthiazol-5-yl)benzyl)-4-hydroxypyrrolidine-2-carboxamide FC1(CC1)C(=O)N[C@H](C(=O)N1[C@@H](C[C@H](C1)O)C(=O)NCC1=C(C=C(C=C1)C1=C(N=CS1)C)OCC1=CC=C(C=C1)C=O)C(C)(C)C